C(=O)O.N[C@@H]1C[C@@H](CC1)OC1=CC=C(C(=C1C1=CC(=NN1)NC=1N=CC(=NC1)C#N)OC)C 5-((5-(6-(((1R,3S)-3-Aminocyclopentyl)oxy)-2-methoxy-3-methylphenyl)-1H-pyrazol-3-yl)amino)pyrazine-2-carbonitrile formic acid salt